FC1=CC=C(C(=C1[C@@H]([C@@H](C=1OC(NN1)=O)NS(=O)(=O)N1CCC(CC1)C1=CNC2=CC=CC=C12)C)C)C N-((1S,2S)-2-(6-fluoro-2,3-dimethylphenyl)-1-(5-oxo-4,5-dihydro-1,3,4-oxadiazol-2-yl)propyl)-4-(1H-indol-3-yl)piperidine-1-sulfonamide